OC1(CC(C1)NC=1N=NC(=C(N1)C)C1=NC=C(C=C1O)C(F)(F)F)C 2-(3-(((cis)-3-hydroxy-3-methylcyclobutyl)amino)-5-methyl-1,2,4-triazin-6-yl)-5-(trifluoromethyl)pyridin-3-ol